C(CCC)O[Sn](CCCC)(CCCC)OCCCC dibutoxydibutyl-tin